FC(C1=C(C=NC(=C1)N[C@@H](C(F)(F)F)C)C1=C(N=C(S1)C(=O)NC1CC(C1)O)C(=O)N1[C@H](CCC1)C)F 5-(4-(difluoromethyl)-6-(((R)-1,1,1-trifluoropropan-2-yl)amino)pyridin-3-yl)-N-((1R,3S)-3-Hydroxycyclobutyl)-4-((S)-2-methylpyrrolidine-1-carbonyl)thiazole-2-carboxamide